N-[1-[[2-chloro-5-(4-cyano-3-methyl-phenyl)phenyl]methyl]-2-[4-(4-methyl-1,2,4-triazol-3-yl)anilino]-2-oxo-ethyl]-2-methyl-pyrazole-3-carboxamide ClC1=C(C=C(C=C1)C1=CC(=C(C=C1)C#N)C)CC(C(=O)NC1=CC=C(C=C1)C1=NN=CN1C)NC(=O)C=1N(N=CC1)C